dihydro-thieno[3,4-b]-1,4-dioxin O1C=2C(OCC1)=CSC2